2-isocyanato-1,3-diisopropylbenzene N(=C=O)C1=C(C=CC=C1C(C)C)C(C)C